methyl 6-((3-(4-cyano-3-(trifluoromethyl)phenyl)-5,5-dimethyl-4-oxo-2-thioxoimidazolidin-1-yl)methyl)picolinate C(#N)C1=C(C=C(C=C1)N1C(N(C(C1=O)(C)C)CC1=CC=CC(=N1)C(=O)OC)=S)C(F)(F)F